N[C@H]1[C@@H]2N(C[C@H]1CC2)C(=O)C2=CC1=C(N(C(=N1)C=1N(C3=C(C=CC=C3C1)C1CCC1)CC1CC1)C)C(=C2)OC 3-(2-{5-[(1R,4R,7R)-7-Amino-2-azabicyclo[2.2.1]heptan-2-carbonyl]-7-methoxy-1-methyl-1H-1,3-benzodiazol-2-yl}-1-(cyclopropylmethyl)-1H-indol-7-yl)cyclobutan